FC(F)SC1=CC(=C(NC2=C(C(=O)[O-])C=CC(=C2F)F)C=C1)F 2-[4-(difluoromethylsulfanyl)-2-fluoroanilino]-3,4-difluorobenzoate